rac-(trans)-2-methyl-3-(methylsulfinylmethyl)azetidine-1-carboxylic acid tert-butyl ester C(C)(C)(C)OC(=O)N1[C@H]([C@@H](C1)CS(=O)C)C